tert-butyl hexahydro-1H-pyrazino[1,2-a]pyrazine-2(6H)-carboxylate C1C2N(CCN1C(=O)OC(C)(C)C)CCNC2